diallyl-methylfluorenyl-silane C(C=C)[Si](C1=CC=CC=2C3=CC=CC=C3CC12)(C)CC=C